COC1=CC=C2NC=C(CCN)C2=C1 L-5-methoxytryptamine